(R)-6-bromo-2-methyl-N-((R)-1-(3-nitro-5-(trifluoromethyl)phenyl)ethyl)-2,3-dihydroimidazo[1,2-a]pyridine-8-carboxamide BrC=1C=C(C=2N(C1)C[C@H](N2)C)C(=O)N[C@H](C)C2=CC(=CC(=C2)C(F)(F)F)[N+](=O)[O-]